CC1=C(C=C(C=2C3=CC=CC=C3CC12)C)N 1,4-dimethyl-2-fluoren-amine